CC=1C=C(C=CC1OC1=CC=2N(C=C1)N=CN2)NC=2C1=C(N=CN2)C=CC(=N1)N1CC2(C1)CCN(CC2)C(=O)OC(C)(C)C tert-butyl 2-{4-[(3-methyl-4-{[1,2,4]triazolo[1,5-a]pyridin-7-yloxy}phenyl)amino]pyrido[3,2-d]pyrimidin-6-yl}-2,7-diazaspiro[3.5]nonane-7-carboxylate